Butyl-2,5,8,11,14,17,20,23,26-nonaoxaoctacosan C(CCC)COCCOCCOCCOCCOCCOCCOCCOCCOCC